2-((2,6-Dimethylpyridin-3-yl)amino)-N-(2-(2-methyl-1H-indol-3-yl)ethyl)pyrimidine-5-carboxamide CC1=NC(=CC=C1NC1=NC=C(C=N1)C(=O)NCCC1=C(NC2=CC=CC=C12)C)C